N-(3,5-difluoro-4-{[3-(propan-2-yl)-1-{[2-(trimethylsilyl)ethoxy]methyl}-1H-pyrrolo[2,3-b]pyridin-4-yl]oxy}phenyl)-N'-(3-hydroxy-2,2-dimethylpropyl)thiourea FC=1C=C(C=C(C1OC1=C2C(=NC=C1)N(C=C2C(C)C)COCC[Si](C)(C)C)F)NC(=S)NCC(CO)(C)C